bromopropylene-bis(2-amino-5-mercapto-1,3,4-thiadiazole) BrC(C(C)S1C(=NN=C1S)N)S1C(=NN=C1S)N